C(C)OC(C(C(Br)C1=C(C=CC(=C1)Cl)[N+](=O)[O-])Br)=O 3-(5-Chloro-2-nitrophenyl)-2,3-dibromopropionic acid ethyl ester